3,4-dichloro-5-nitrobenzenesulfonic acid ClC=1C=C(C=C(C1Cl)[N+](=O)[O-])S(=O)(=O)O